[Ni].[Ag].[Ni] nickel-silver-nickel